β-hydroxypropionic acid OCCC(=O)O